6-(1-(3-Chloropyridin-2-yl)-3-methoxy-1H-pyrazol-5-carboxamido)-N-methoxy-5-methylpyrazolo[1,5-a]pyridin-7-carboxamid ClC=1C(=NC=CC1)N1N=C(C=C1C(=O)NC=1C(=CC=2N(C1C(=O)NOC)N=CC2)C)OC